pyridin-1-ium bromide hydrobromide Br.[Br-].[NH+]1=CC=CC=C1